CC=1C=C2N=C3C(=NC2=CC1C)N(C=1C=CC(=CC13)OC)CCN(C)C 2,3-dimethyl-6-(N,N-dimethylaminoethyl)-9-methoxy-6H-indolo-(2,3-b)quinoxaline